NC1CN(CCC1)C(CCN1CCN(CC1)C1=C(C=C(C=C1)C1C(NC(CC1)=O)=O)F)=O 3-(4-(4-(3-(3-aminopiperidin-1-yl)-3-oxopropyl)piperazin-1-yl)-3-fluorophenyl)piperidine-2,6-dione